C1(=CC=CC=C1)C1=C2C(=NC(=C1)N1N=C(N=C1N)NC1=CC(=C(C=C1)N1CCN(CC1)C1CCCCC1)F)C1=C(CCC2)C=CC=C1 1-(4-phenyl-6,7-dihydro-5H-benzo[6,7]cyclohepta[1,2-b]pyridin-2-yl)-N3-(3-fluoro-4-(4-cyclohexylpiperazin-1-yl)phenyl)-1H-1,2,4-triazole-3,5-diamine